3-[2-(2-ethoxyethoxy)ethoxy]propanoate C(C)OCCOCCOCCC(=O)[O-]